2-[5-Methoxy-3-methyl-6-[[(3R)-pyrrolidin-3-yl]amino]imidazo[4,5-b]pyrazin-2-yl]-3-methyl-5-(trifluoromethyl)phenol COC=1N=C2C(=NC1N[C@H]1CNCC1)N=C(N2C)C2=C(C=C(C=C2C)C(F)(F)F)O